C(C1=CC=CC=C1)(=O)OC1=C(C(=C(C(O1)(C(C(=O)O)=C)CC)O)O)O 2-(6-(benzoyloxy)-3,4,5-trihydroxyethyl-2H-pyran-2-yl)acrylic acid